ClC=1C(=CC(=C(C1)S(=O)(=O)NC=1N=CSC1)F)N[C@@H](CC)C1=CC=CC=C1 (S)-5-chloro-2-fluoro-4-((1-phenylpropyl)amino)-N-(thiazol-4-yl)benzenesulfonamide